Cl.FC(C=1C=C(C=C(C1)C(F)(F)F)NC(=N)NC(=N)N)(F)F 1-[3,5-bis-(trifluoromethyl)phenyl]biguanide hydrochloride